dihexadecanoylphosphoethanolamine C(CCCCCCCCCCCCCCC)(=O)OP(=O)(OC(CCCCCCCCCCCCCCC)=O)OCCN